(6-methyl-2-(pyridin-2-yl)pyrazolo[1,5-a]pyridin-3-yl)methanone CC=1C=CC=2N(C1)N=C(C2C=O)C2=NC=CC=C2